CN(CCC(C)(N)C)C N,N,3-trimethyl-1,3-butanediamine